C1(=C2N(C=N1)CCC2)C(C(=O)OCC)N2CC1=C(C=C(C=C1C2=O)C2=CC=C(C=C2)N2CC1(C2)CCN(CC1)C(=O)OC(C)(C)C)F tert-butyl 2-[4-[2-[1-(6,7-dihydro-5H-pyrrolo[1,2-c]imidazol-1-yl)-2-ethoxy-2-oxo-ethyl]-7-fluoro-3-oxo-isoindolin-5-yl]phenyl]-2,7-diazaspiro[3.5]nonane-7-carboxylate